O[C@@H]1C[C@H](N(C1)C([C@H](C(C)C)N1N=CC(=C1)C=1C=NC=CC1)=O)C(=O)N[C@@H](C)C1=CC=C(C=C1)C1=C(N=CS1)C (2S,4R)-4-hydroxy-N-[(1S)-1-[4-(4-methyl-1,3-thiazol-5-yl)phenyl]ethyl]-1-[(2S)-3-methyl-2-[4-(pyridin-3-yl)-1H-pyrazol-1-yl]butanoyl]pyrrolidine-2-carboxamide